C(C)(=O)OCCCP(=O)(OC)OC1=C(C(=CC(=C1)CCCCC)OP(=O)(OC)CCCOC(C)=O)C1=C(C=CC(=C1)C)C(=C)C 3-(((6-(((3-acetoxypropyl)(methoxy)phosphoryl)oxy)-5'-methyl-4-pentyl-2'-(prop-1-en-2-yl)-[1,1'-biphenyl]-2-yl)oxy)(methoxy)phosphoryl)propyl acetate